4-(aminomethyl)tetrahydro-2H-thiopyran 1,1-dioxide NCC1CCS(CC1)(=O)=O